BrCCOC=1C(NC(N([C@H]2[C@H](O)[C@H](O)[C@@H](CO)O2)C1)=O)=O 5-bromoethoxyuridine